2-(6-Aminopyrimidin-4-yl)-N-(2,2-dimethyl-6-(pyridin-4-yl)-2,3-dihydrobenzofuran-5-yl)oxazole-4-carboxylic acid amide NC1=CC(=NC=N1)C=1OC=C(N1)C(=O)NC=1C(=CC2=C(CC(O2)(C)C)C1)C1=CC=NC=C1